6-Cyclobutoxy-2-(1-methyl-2-oxabicyclo[2.2.1]hept-4-yl)-2H-indazole-5-carboxylic acid methyl ester COC(=O)C1=CC2=CN(N=C2C=C1OC1CCC1)C12COC(CC1)(C2)C